undecanendioic acid C(C=CCCCCCCCC(=O)O)(=O)O